N-[(4-ethylphenyl)methyl]-3-methyl-1,5,9-triazacyclododecane C(C)C1=CC=C(C=C1)CN1CCCNCC(CNCCC1)C